3,3-Diethoxypropionic acid C(C)OC(CC(=O)O)OCC